P(O)(=O)(OP(=O)(O)OP(=O)(O)O)OC[C@@H]1[C@H](C[C@@H](O1)N1C(=O)NC(=O)C(=C1)Br)O.CC1(C(CCCCCCCCCCCC1)(C)C)C tetramethyl-cyclotetradecane 5-Bromo-2'-deoxyuridine-5'-triphosphate